2-chloro-6-ethylamino-1-hydroxy-4-nitrobenzene ClC1=C(C(=CC(=C1)[N+](=O)[O-])NCC)O